4-amino-5-hydroxy-1,7-naphthalenedisulfonic acid NC1=CC=C(C2=CC(=CC(=C12)O)S(=O)(=O)O)S(=O)(=O)O